NC(C(=O)N=[S@@](=O)(C)C=1C=C(C=CC1)NC(C1=C(C=C(C(=C1)Cl)C(F)(F)F)OC=1C(=NC(=CC1)F)C)=O)(C)C (R)-N-(3-(N-(2-amino-2-methylpropanoyl)-S-methylsulfonimidoyl)phenyl)-5-chloro-2-((6-fluoro-2-methylpyridin-3-yl)oxy)-4-(trifluoromethyl)benzamide